C1(CCC1)CN(C(OC(C)(C)C)=O)[C@H]1CN(CCC1)C1=CC=C(C=C1)CO tert-butyl (R)-(cyclobutylmethyl)(1-(4-(hydroxymethyl)phenyl)piperidin-3-yl)carbamate